BrC1=C(C=CC=2OCOC21)CN2C(C=CC(=C2)C2=NC(=NC(=C2)C(F)(F)F)S(=O)(=O)C)=O 1-((4-bromobenzo[d][1,3]dioxol-5-yl)methyl)-5-(2-(methylsulfonyl)-6-(trifluoromethyl)pyrimidin-4-yl)pyridin-2(1H)-one